F[C@H]1C[C@H](N(C1)C(=O)OC(C)(C)C)CO tert-butyl (2S,4S)-4-fluoro-2-(hydroxymethyl)-pyrrolidine-1-carboxylate